6-(((3-chloro-1-methyl-1H-indazol-6-yl)methoxy)pyridin-2-yl)piperidine ClC1=NN(C2=CC(=CC=C12)COC=1C(=NC=CC1)C1CCCCN1)C